NC(CCC1CC(N(C1)C(=O)OC(C)(C)C)(C)C)C1=CC=CC=C1 tert-butyl 4-(3-amino-3-phenyl-propyl)-2,2-dimethyl-pyrrolidine-1-carboxylate